(4-chlorophenylethoxy)-3,4-dihydroisoquinolin-1(2H)-one ClC1=CC=C(C=C1)CCON1C(C2=CC=CC=C2CC1)=O